C1C2CC3(CC(CC13)C2)NCCCCCCC#CC2=C1C(N(C(=NC1=CC=C2)C)[C@H]2C(NC(CC2)=O)=O)=O (3R)-3-(5-(8-(((3as,6as)-hexahydro-2,5-methanopentalen-3a(1H)-yl)amino)oct-1-yn-1-yl)-2-methyl-4-oxoquinazolin-3(4H)-yl)piperidine-2,6-dione